CN1N=CC2=C1C(=NN(C2=O)CC(=O)N[C@@H](C)C2=CC=C(C=C2)C)C (S)-2-(1,7-dimethyl-4-oxo-1,4-dihydro-5H-pyrazolo[3,4-d]pyridazin-5-yl)-N-(1-(p-tolyl)ethyl)acetamide